O1CCC(CC1)N1CCCCC1 N-(tetrahydro-2H-pyran-4-yl)piperidine